C(N)(=S)NNC(=O)C1CCN(CC1)C(=O)OCC1=CC=CC=C1 benzyl 4-(carbamothioylaminocarbamoyl)piperidine-1-carboxylate